ClC=1C=C(C=C(C1)OCC=1N(C=CN1)C(F)F)N1C(N(C(C(=C1)C=1C(=NC=CC1)OC)=O)C=1C=NC=CC1)=O 1-[3-chloro-5-[[1-(difluoromethyl)imidazol-2-yl]methoxy]phenyl]-5-(2-methoxy-3-pyridyl)-3-(3-pyridyl)pyrimidine-2,4-dione